3-(5-(4-((4'-chloro-5,5-dimethyl-3,4,5,6-tetrahydro-[1,1'-biphenyl]-2-yl)methyl)-3,5-dimethylpiperazine-1-carbonyl)-4-fluoro-1-oxoisoindolin-2-yl)piperidine-2,6-dione ClC1=CC=C(C=C1)C1=C(CCC(C1)(C)C)CN1C(CN(CC1C)C(=O)C=1C(=C2CN(C(C2=CC1)=O)C1C(NC(CC1)=O)=O)F)C